C(C)(=O)O[C@H]1C[C@H]([C@@]2(CC[C@H]3C(C[C@@H](C[C@@H]3[C@H]2C1=O)C1=CC=NC=C1)=O)C)C(=O)OC methyl (1R,3S,4aR,4bS,6R,8aR,10aR)-3-acetoxy-10a-methyl-4,8-dioxo-6-(pyridin-4-yl)tetradecahydrophenanthrene-1-carboxylate